tert-butyldimethyl-{[9-(tetramethyl-1,3,2-dioxaborolan-2-yl)spiro[4.5]dec-9-en-6-yl]oxy}silane tert-butyl(5-((2-chloropyrimidin-5-yl)oxy)thiazol-2-yl)carbamate C(C)(C)(C)N(C(O)=O)C=1SC(=CN1)OC=1C=NC(=NC1)Cl.C(C)(C)(C)[Si](OC1C2(CCCC2)C=C(CC1)B1OC(C(O1)(C)C)(C)C)(C)C